O=C1NC(CCC1C1=NN(C2=CC(=CC=C12)OCC(=O)NCC1=NOC(=N1)C1=CC=CC=C1)C)=O 2-((3-(2,6-Dioxopiperidin-3-yl)-1-methyl-1H-indazol-6-yl)oxy)-N-((5-phenyl-1,2,4-oxadiazol-3-yl)methyl)acetamide